1-(1H-benzo[d]imidazol-2-yl)-3-(2-methoxyphenyl)urea N1C(=NC2=C1C=CC=C2)NC(=O)NC2=C(C=CC=C2)OC